N-(4-(4-(azetidin-3-ylmethyl)piperazin-1-yl)phenyl)-N-((1r,4r)-4-(quinazolin-2-ylamino)cyclohexyl)acetamide N1CC(C1)CN1CCN(CC1)C1=CC=C(C=C1)N(C(C)=O)C1CCC(CC1)NC1=NC2=CC=CC=C2C=N1